C(C(=C)C)(=O)O.O(C1=CC=CC=C1)OCC ethyl phenoxy ether methacrylate